C(C)(C)(C)OC(=O)C1=NN(C=C1)C(=O)N1CCN(CC1)CC1=C(C=C(C=C1)C(F)(F)F)C1=NN=NN1 1-(4-(2-(1H-tetrazol-5-yl)-4-(trifluoromethyl)benzyl)piperazine-1-carbonyl)-1H-pyrazole-3-carboxylic acid tert-butyl ester